C(#N)CCOCC(C(C(COCCC#N)OCCC#N)OCCC#N)OCCC#N 1,2,3,4,5-penta(2-cyanoethoxy)pentane